3,3,3-trifluoro-2,2-dimethylpropan-1-ol FC(C(CO)(C)C)(F)F